7-amino-N-[(6S)-2-[(3S,4S)-3-amino-4-(methoxymethyl)pyrrolidin-1-yl]-5,6,7,8-tetrahydroquinolin-6-yl]-3-methylthieno[2,3-b]pyrazine-6-carboxamide NC1=C(SC2=NC(=CN=C21)C)C(=O)N[C@@H]2CC=1C=CC(=NC1CC2)N2C[C@H]([C@H](C2)COC)N